CC1=NOC(=C1C1=CSC2=C1N=C(N=C2N[C@H](CN2CCN(CC2)S(=O)(=O)C=2SC(=CC2)C2=CC(=NO2)C)C)C(C)C)C 7-(3,5-dimethyl-1,2-oxazol-4-yl)-N-[(2S)-1-(4-{[5-(3-methyl-1,2-oxazol-5-yl)thiophen-2-yl]sulfonyl}piperazin-1-yl)propan-2-yl]-2-(propan-2-yl)thieno[3,2-d]pyrimidin-4-amine